C(C)N(C1=C(C=C(N)C=C1)[N+](=O)[O-])CC 4-(diethylamino)-3-nitroaniline